α-Oxoglutarat O=C(C(=O)[O-])CCC(=O)[O-]